C(#N)C(=CC=1C=CC(=C(OCCC(=O)N[C@@H](CC2=CC=CC=C2)OB(O)O)C1)F)C1=NC=CC=C1 (R)-(1-(3-(5-(2-cyano-2-(pyridin-2-yl)vinyl)-2-fluorophenoxy)propanamido)-2-phenyl-Ethyl)boric acid